(R)-N-(2-(4-cyanothiazolidin-3-yl)-2-oxoethyl)-6-(piperazin-1-yl)quinoline-4-carboxamide C(#N)[C@H]1N(CSC1)C(CNC(=O)C1=CC=NC2=CC=C(C=C12)N1CCNCC1)=O